C(CCCCCCC)(=O)O[C@@H]([C@H]([C@H](CO[C@@H]1[C@H](O)[C@@H](O)[C@@H](O)[C@H](O1)CO)N(C(=O)OCC1=CC=C(C=C1)N)C([C@@H](NC([C@@H](NC(=O)OCC1C2CCC#CCCC12)C(C)C)=O)CCCNC(=O)N)=O)O)CCCCCCCCCCCCCC (2S,3S,4R)-2-(N-((Bicyclo[6.1.0]non-4-yn-9-yl)methoxycarbonyl)-L-valinyl-L-citrullinyl-4-aminobenzyloxycarbonylamino)-1-(α-D-galactopyranosyloxy)-3-hydroxy-octadecan-4-yl octanoate